6-azido-N2-isopropyl-N4-methyl-N4-phenyl-1,3,5-triazine-2,4-diamine N(=[N+]=[N-])C1=NC(=NC(=N1)NC(C)C)N(C1=CC=CC=C1)C